4-cyclohexyl-N6-(2-methoxy-4-morpholinophenyl)-1-(4-methoxybenzyl)-3-(1H-pyrazol-4-yl)-1H-pyrazolo[3,4-d]pyrimidine-4,6-diamine C1(CCCCC1)C1(C=2C(=NC(=N1)NC1=C(C=C(C=C1)N1CCOCC1)OC)N(NC2C=2C=NNC2)CC2=CC=C(C=C2)OC)N